dibenzyl ((3R,4S)-2,5-dioxotetrahydrofuran-3,4-diyl)dicarbamate O=C1OC([C@H]([C@H]1NC(OCC1=CC=CC=C1)=O)NC(OCC1=CC=CC=C1)=O)=O